FC1=C2C(NC(N(C2=CC(=C1)C(F)(F)F)C=1C(=NC=CC1)C(F)(F)F)=O)=O 5-fluoro-7-(trifluoromethyl)-1-(2-(trifluoromethyl)pyridin-3-yl)quinazolin-2,4(1H,3H)-dione